CC(=S)C thio-acetone